methacryloyloxyethyl-xylenebenzyl-ammonium chloride [Cl-].C(C(=C)C)(=O)OCC[NH2+]CC1=CC=CC=C1C=1C(=C(C=CC1)C)C